(4-((8-fluoro-2-methyl-3-oxo-3,4-dihydroquinoxalin-6-yl)methyl)piperazin-1-yl)-N,3-dimethylpyridinecarboxamide FC=1C=C(C=C2NC(C(=NC12)C)=O)CN1CCN(CC1)C1=C(C(=NC=C1)C(=O)NC)C